NC1=NC(=C(C=2C1=NN(N2)CCC2=NC=CC=C2)C2=C(N=CO2)C)C=2C(=C(C#N)C=CC2)F 3-(4-amino-7-(4-methyloxazol-5-yl)-2-(2-(pyridin-2-yl)ethyl)-2H-[1,2,3]triazolo[4,5-c]pyridin-6-yl)-2-fluorobenzonitrile